2-(methacryloyloxyethyl)-n-dodecyl-methylammonium bromide [Br-].C(C(=C)C)(=O)OCCC(C[NH2+]C)CCCCCCCCCC